L-2-aminothiophenol carbon tetrachloride C(Cl)(Cl)(Cl)Cl.NC1=C(C=CC=C1)S